C(C)(C)(C)OC(=O)N1CCC(=CC1)C=1C=C2C(=NN(C2=CC1)C(=O)OC(C)(C)C)C(NC1=CC=NC=C1)=O tert-butyl 5-(1-(tert-butoxycarbonyl)-1,2,3,6-tetrahydropyridin-4-yl)-3-(pyridin-4-ylcarbamoyl)-1H-indazole-1-carboxylate